C(C(C)(C)C)[C@H]1C(N(CCN1)[C@H](C(=O)N1CCC(CC1)CC(=O)N)CC1CC1)=O (1-{(S)-2-[(S)-3-Neopentyl-2-oxo-1-piperazinyl]-3-cyclopropylpropionyl}-4-piperidyl)acetamide